(S)-5-(2-(1-(2-(5-(tert-butyl)-3-(trifluoromethyl)-1H-pyrazol-1-yl)acetamido)-2-(3,5-difluorophenyl)ethyl)pyridin-3-yl)-2-fluorobenzamide C(C)(C)(C)C1=CC(=NN1CC(=O)N[C@@H](CC1=CC(=CC(=C1)F)F)C1=NC=CC=C1C=1C=CC(=C(C(=O)N)C1)F)C(F)(F)F